[Br-].BrCCC[P+](C1=CC=CC=C1)(C1=CC=CC=C1)C1=CC=CC=C1 3-bromopropyl-(triphenyl)phosphonium bromide